4-fluoro-3-[2-(3-{[(2S)-1-(prop-2-enoyl)pyrrolidin-2-yl]methoxy}pyridin-4-yl)-1H-pyrrolo[3,2-b]pyridin-3-yl]benzonitrile FC1=C(C=C(C#N)C=C1)C1=C(NC=2C1=NC=CC2)C2=C(C=NC=C2)OC[C@H]2N(CCC2)C(C=C)=O